2-(3-((tert-butoxycarbonyl)amino)phenyl)-2,2-difluoroacetic acid C(C)(C)(C)OC(=O)NC=1C=C(C=CC1)C(C(=O)O)(F)F